((R)-1-(3,5-dichloro-2-methylpyridin-4-yl)ethoxy)-3-iodo-1-(tetrahydro-2H-pyran-2-yl)-1H-indazole ClC=1C(=NC=C(C1[C@@H](C)OC1=C2C(=NN(C2=CC=C1)C1OCCCC1)I)Cl)C